N-(4-(2-hydroxyethoxy)-2-(thiazol-5-yl)quinolin-6-yl)oxetan-3-carboxamide OCCOC1=CC(=NC2=CC=C(C=C12)NC(=O)C1COC1)C1=CN=CS1